7-[2-(1-cyclopropylpyrazol-4-yl)-6-methyl-morpholin-4-yl]-9-(2,4-difluorophenyl)-2-methyl-3-(trifluoromethyl)pyrido[1,2-a]pyrimidin-4-one C1(CC1)N1N=CC(=C1)C1CN(CC(O1)C)C=1C=C(C=2N(C(C(=C(N2)C)C(F)(F)F)=O)C1)C1=C(C=C(C=C1)F)F